(S)-3-(2-methoxypyrimidin-5-yl)-3-(5-(2-(5,6,7,8-tetrahydro-1,8-naphthyridin-2-yl)ethoxy)-1H-indazol-1-yl)propionic acid COC1=NC=C(C=N1)[C@H](CC(=O)O)N1N=CC2=CC(=CC=C12)OCCC1=NC=2NCCCC2C=C1